(Z)-3-fluoro-4-(m-tolylsulfonyl)but-2-en-1-amine hydrochloride Cl.F\C(=C/CN)\CS(=O)(=O)C=1C=C(C=CC1)C